(E)-N-(4-(1-(6-(4-(4-((2-(2,6-dioxopiperidin-3-yl)-1-oxoisoindoline-4-yl)oxy)butyl)piperazin-1-yl)pyridazin-3-carbonyl)piperidin-4-yl)butyl)-3-(pyridin-3-yl)acrylamide O=C1NC(CCC1N1C(C2=CC=CC(=C2C1)OCCCCN1CCN(CC1)C1=CC=C(N=N1)C(=O)N1CCC(CC1)CCCCNC(\C=C\C=1C=NC=CC1)=O)=O)=O